5-(1-cyclopropyl-2-methyl-1H-imidazo[4,5-b]pyridin-6-yl)-4-(3-fluoroazetidin-1-yl)-N-(1-methyl-1H-pyrazol-4-yl)pyrrolo[2,1-f][1,2,4]triazin-2-amine C1(CC1)N1C(=NC2=NC=C(C=C21)C=2C=CN1N=C(N=C(C12)N1CC(C1)F)NC=1C=NN(C1)C)C